ditetradecyl 3,3'-((((piperazine-1,4-diylbis(propane-3,1-diyl))bis(azanediyl))bis(4-iminobutane-4,1-diyl))bis(sulfanediyl))dipropionate N1(CCN(CC1)CCCNC(CCCSCCC(=O)OCCCCCCCCCCCCCC)=N)CCCNC(CCCSCCC(=O)OCCCCCCCCCCCCCC)=N